1-(p-methoxyphenyl)-1-trimethylsiloxyethylene COC1=CC=C(C=C1)C(=C)O[Si](C)(C)C